CN(C)CCC1=C(C(=NN=N1)CCN(C)C)CCN(C)C tris(dimethylaminoethyl)-triazine